ClC1=CNC2=NC=C(C=C21)C=2C=C1CCN(CC1=C(C2)[C@H]2NCCOC2)C(=O)N2C[C@H](CC2)F (6-(3-chloro-1H-pyrrolo[2,3-b]pyridin-5-yl)-8-((R)-morpholin-3-yl)-3,4-dihydroisoquinolin-2(1H)-yl)((S)-3-Fluoropyrrolidin-1-yl)methanone